(2S,3R,4R,5S)-N-(2-Cyanopyridin-4-yl)-3-(3,4-difluoro-2-methoxyphenyl)-4,5-dimethyl-5-(trifluoromethyl)tetrahydrofuran-2-carboxamide C(#N)C1=NC=CC(=C1)NC(=O)[C@H]1O[C@@]([C@@H]([C@@H]1C1=C(C(=C(C=C1)F)F)OC)C)(C(F)(F)F)C